acetyl-dioctyltin C(C)(=O)[Sn](CCCCCCCC)CCCCCCCC